ClC=1C=CC(=C(C(=O)NC2=CC(=CC=C2)OC)C1)O 5-chloro-2-hydroxy-N-(3-methoxyphenyl)benzamide